COC=1C=C(C=C(C1)OC)C#CC1=NNC2=NC=NC(=C21)N2CC1(C2)CN(CC1)C(=O)C=C 3-(3,5-dimethoxyphenylethynyl)-4-(6-acryl-2,6-diazaspiro[3.4]octane-2-yl)-1H-pyrazolo[3,4-d]pyrimidine